C(C)(C)N1CCC=2C=C(N=CC2C1)C(=O)N 7-isopropyl-5,6,7,8-tetrahydro-2,7-naphthyridine-3-carboxamide